1,4-dimethyl-3-[2-(propan-2-ylamino)ethoxy]-6,7-dihydro-5H-cyclopenta[c]pyridin CC1=NC(=C(C2=C1CCC2)C)OCCNC(C)C